3-(2-(2-fluorobenzyl)-1-oxo-1,2-dihydroisoquinolin-6-yl)benzonitrile FC1=C(CN2C(C3=CC=C(C=C3C=C2)C=2C=C(C#N)C=CC2)=O)C=CC=C1